2-([5-(3,5-Diethoxyphenyl)-1-(2-methyl-phenyl)-1H-pyrazol-3-yl]methoxy)-2-methylpropanoic acid C(C)OC=1C=C(C=C(C1)OCC)C1=CC(=NN1C1=C(C=CC=C1)C)COC(C(=O)O)(C)C